5-(((6-iodo-7-methoxyisoquinolin-1-yl)oxy)methyl)pyrrolidin-2-one IC=1C=C2C=CN=C(C2=CC1OC)OCC1CCC(N1)=O